3-phenylquinoxaline-2(1H)-one C1(=CC=CC=C1)C=1C(NC2=CC=CC=C2N1)=O